C(COP(=O)(O)O)N O-PHOSPHOETHANOLAMINE